C(C)(C)(C)OC(=O)N1C2(CC(C1)C2)NC(=O)OCC2=CC=CC=C2 (((benzyloxy)carbonyl)amino)-2-azabicyclo[2.1.1]hexane-2-carboxylic acid tert-butyl ester